N-((4-methoxybenzyl)(methyl)(oxo)-λ6-sulfaneylidene)-3-(5-(trifluoromethyl)-1,2,4-oxadiazol-3-yl)benzamide COC1=CC=C(CS(=NC(C2=CC(=CC=C2)C2=NOC(=N2)C(F)(F)F)=O)(=O)C)C=C1